2-(2-(5-chloro-1-methyl-1H-imidazol-4-yl)-5-fluorophenyl)-3-cyanoimidazo[1,2-a]pyridine-7-carboxylic acid ClC1=C(N=CN1C)C1=C(C=C(C=C1)F)C=1N=C2N(C=CC(=C2)C(=O)O)C1C#N